3-((2-((N-ethylsulfamoyl)amino)pyridin-4-yl)methyl)-N-methyl-8-oxo-2,3,4,4a,5,6-hexahydro-1H,8H-pyrazino[1,2-c]pyrido[1,2-a]pyrimidine-9-carboxamide C(C)NS(=O)(=O)NC1=NC=CC(=C1)CN1CC2N(C=3N(CC2)C(C(=CC3)C(=O)NC)=O)CC1